BrC1=C(C=C2C=C(N=CC2=C1)CN(C(OCC1C2=CC=CC=C2C=2C=CC=CC12)=O)CC(C)C)C(F)(F)P(=O)(OCC)OCC (9H-fluoren-9-yl)methyl ((7-bromo-6-((diethoxyphosphoryl)difluoromethyl) isoquinolin-3-yl)methyl)(isobutyl)carbamate